CC1(C=CCC1)CC(=O)OCCCC n-butyl (1-methyl-2-cyclopentenyl)acetate